FC(C(=O)O)(F)F.NCC1C(C(CS1)C(=O)OC)C(=O)OCC1=CC=CC=C1 methyl 5-(aminomethyl)-4-[(benzyloxy)carbonyl]tetrahydrothiophene-3-carboxylate trifluoroacetate